1-(2-((4-fluoro-2,6-dimethylphenyl)amino)-2-oxoethyl)pyridin-1-ium bromide tert-butyl-4-(4,4,5,5-tetramethyl-1,3,2-dioxaborolan-2-yl)-3,6-dihydro-2H-pyridine-1-carboxylate C(C)(C)(C)OC(=O)N1CCC(=CC1)B1OC(C(O1)(C)C)(C)C.[Br-].FC1=CC(=C(C(=C1)C)NC(C[N+]1=CC=CC=C1)=O)C